3-methyl-4-((7-methyl-8-oxo-9-(tetrahydro-2H-pyran-4-yl)-8,9-dihydro-7H-purin-2-yl)amino)benzonitrile CC=1C=C(C#N)C=CC1NC1=NC=C2N(C(N(C2=N1)C1CCOCC1)=O)C